N1(C=NC=C1)CC=1N=NN(C1)CC=CC1=CC=CC=C1 4-((1H-imidazol-1-yl)methyl)-1-cinnamyl-1H-1,2,3-triazole